(R)-N,N-dimethyl-1-(3-((S)-5-methyl-3,4,5,6-tetrahydropyridin-2-yl)phenoxy)propan-2-amine CN([C@@H](COC1=CC(=CC=C1)C1=NC[C@H](CC1)C)C)C